FC(CN1CCC(CC1)NC1=NN2C(C(=N1)OC)=C(C=C2)C=2C=C1N=CC=NC1=CC2)F N-(1-(2,2-difluoroethyl)piperidin-4-yl)-4-methoxy-5-(quinoxalin-6-yl)pyrrolo[2,1-f][1,2,4]triazin-2-amine